C(C)(=O)NC1=CC=C(C=C1)S(=O)(=O)N1CCC(CC1)=O N-(4-acetamidobenzenesulfonyl)-4-piperidone